N-octanoyl-furfuryl-amine C(CCCCCCC)(=O)NCC1=CC=CO1